C(C)(=O)OCC(CC1=C(N(C2=CC=C(C=C12)[C@H]1[C@@H](C1)OC[C@@H](C(=O)OC)N)CC)C=1C(=NC=CC1)[C@H](C)OC)(C)C methyl (2S)-3-[(1R,2S)-2-{3-[3-(acetoxy)-2,2-dimethylpropyl]-1-ethyl-2-{2-[(1S)-1-methoxyethyl] pyridin-3-yl} indol-5-yl} cyclopropoxy]-2-aminopropionate